N-(4-((2-(quinazolin-4-yl)-2,7-diazaspiro[3.5]nonan-7-yl)methyl)phenyl)ethanesulfonamide N1=CN=C(C2=CC=CC=C12)N1CC2(C1)CCN(CC2)CC2=CC=C(C=C2)NS(=O)(=O)CC